C(C)C1=NNC=2CC3(CCOCC3)CC(C12)=O 3-ethyl-4-oxo-spiro[5,7-dihydroindazole-6,4'-tetrahydropyran]